2-(PIPERAZIN-1-YL)ACETALDEHYDE N1(CCNCC1)CC=O